CC1=C(C(=CC=C1)C)C1=NC=2NS(C=3C=CC=C(C(NCC(OC(=C1)N2)C2=CC=C(C=C2)C2(CC2)C(F)(F)F)=O)C3)(=O)=O 6-(2,6-Dimethylphenyl)-10-{4-[1-(trifluoromethyl)cyclopropyl]phenyl}-9-oxa-2λ6-thia-3,5,12,19-tetraazatricyclo[12.3.1.14,8]nonadeca-1(18),4(19),5,7,14,16-hexaene-2,2,13-trione